C1(CC1)CCN[C@H]1CCC=2C=C(C(=C(C2C1)F)N1CC(NS1(=O)=O)=O)O 5-{(7S)-7-[(2-cyclopropylethyl)amino]-1-fluoro-3-hydroxy-5,6,7,8-tetrahydronaphthalen-2-yl}-1λ6,2,5-thiadiazolidine-1,1,3-trione